N1(N=NC=C1)C[C@H]1N(C[C@@H](C1)N)C(=O)OC(C)(C)C tert-butyl (2S,4R)-2-((1H-1,2,3-triazol-1-yl) methyl)-4-aminopyrrolidine-1-carboxylate